C(C(=O)O)(=O)[O-].C(C(=O)O)(=O)O.B(O)(O)O.[Na+] sodium borate di(oxalate)